2-methyl-1,3-propanediol hexacosanedioate C(CCCCCCCCCCCCCCCCCCCCCCCCC(=O)O)(=O)O.CC(CO)CO